ClC=1C=C(C=NC1N1N=CC=N1)NC(=O)N1C[C@@](C=2C=3N(N=CC21)C=C(N3)C)(C(F)(F)F)C (R)-N-(5-chloro-6-(2H-1,2,3-triazol-2-yl)pyridin-3-yl)-2,9-dimethyl-9-(trifluoromethyl)-8,9-dihydro-7H-imidazo[1,2-b]pyrrolo[3,2-d]pyridazine-7-carboxamide